FC1(C(C1)COC1=CC=C(C=C1)I)F 1-((2,2-difluorocyclopropyl)methoxy)-4-iodobenzene